C(CC(=O)C)(=O)[O-].CC(CC)O[Al+]OC(C)CC Bis-2-butoxyaluminum acetoacetate